ClC1=C(C=CC=C1)[C@H]1[C@@H](C12C(C1=CC=CC=C1C2=O)=O)C(=O)OCC ethyl (2S,3S)-3-(2-chlorophenyl)-1',3'-dioxo-1',3'-dihydrospiro[cyclopropane-1,2'-indene]-2-carboxylate